lanthanum cyanate [O-]C#N.[La+3].[O-]C#N.[O-]C#N